NN1C(N(N=CC1=O)C1=C2CCC2=C(C(=C1)C)OC=1C2=C(C(NN1)=O)C(CC2)C2CC2)=O amino-2-(5-((7-cyclopropyl-1-oxo-2,5,6,7-tetrahydro-1H-cyclopenta[d]pyridazin-4-yl)oxy)-4-methylbicyclo[4.2.0]octa-1,3,5-trien-2-yl)-1,2,4-triazine-3,5(2H,4H)-dione